[Se-2].[Zn+2].[In+3].[S+2] sulfur indium zinc selenide